CC1(CC1)C1=CC(=NN1)NC1=NC(=CN=C1)O[C@@H](C)C1=CC=CC=C1 (S)-N-(5-(1-methylcyclopropyl)-1H-pyrazol-3-yl)-6-(1-phenylethoxy)pyrazin-2-amine